2-(3-(4-(2-((6-chlorohexyl)oxy)ethyl)piperazin-1-yl)propoxy)ethane-1-amine ClCCCCCCOCCN1CCN(CC1)CCCOCCN